(2R,5S)-4-(7-(3,3-difluorocyclohexyl)-5-(trifluoromethyl)-7H-pyrrolo[2,3-d]pyrimidin-4-yl)-2,5-dimethylpiperazine-1-carboxylic acid tert-butyl ester C(C)(C)(C)OC(=O)N1[C@@H](CN([C@H](C1)C)C=1C2=C(N=CN1)N(C=C2C(F)(F)F)C2CC(CCC2)(F)F)C